N-(3-(((2R,3S,4R,5R)-3,4,5-trihydroxy-2-(hydroxymethyl)tetrahydro-2H-pyran-2-yl)oxy)propyl)palmitamide-15N O[C@@H]1[C@](OC[C@H]([C@H]1O)O)(CO)OCCC[15NH]C(CCCCCCCCCCCCCCC)=O